CS(=O)(=O)NC([O-])=O N-methylsulfonyl-carbamate